(R)-7-(1,4-dimethyl-1H-1,2,3-triazol-5-yl)-3-(3-methyl-1H-pyrazol-5-yl)-5-(3-methylmorpholino)isoxazolo[4,5-b]pyridine CN1N=NC(=C1C1=C2C(=NC(=C1)N1[C@@H](COCC1)C)C(=NO2)C2=CC(=NN2)C)C